C1([C@@H](O)[C@@H](O)[C@H](O)[C@H](O1)CO)O[C@@H]1[C@@H](O)O[C@@H]([C@H]([C@@H]1O)O)CO D-mannopyranosyl-(1→2)-α-D-mannopyranose